alpha-cyano-3-aminocinnamic acid hydrochloride Cl.C(#N)C(C(=O)O)=CC1=CC(=CC=C1)N